O(S(=O)(=O)O)C[Na] sulfoxymethyl-(sodium)